tert-butyl ((1S)-2-((4-(4-chloro-2-methylpyridin-3-yl)-2,5-difluorophenyl)amino)-1-cyclohexyl-2-oxoethyl)carbamate ClC1=C(C(=NC=C1)C)C1=CC(=C(C=C1F)NC([C@H](C1CCCCC1)NC(OC(C)(C)C)=O)=O)F